3,6-dichloro-1-(3-((1-(2,5-dimethylpyridin-3-yl)-5-methyl-4-nitro-1H-pyrazol-3-yl)oxy)propyl)-1H-pyrazolo[3,4-d]pyrimidine ClC1=NN(C2=NC(=NC=C21)Cl)CCCOC2=NN(C(=C2[N+](=O)[O-])C)C=2C(=NC=C(C2)C)C